benzyl (1-(2-(4-(4-(2,6-dioxopiperidin-3-yl)phenyl)piperazin-1-yl)-2-oxoethyl)piperidin-4-yl)carbamate O=C1NC(CCC1C1=CC=C(C=C1)N1CCN(CC1)C(CN1CCC(CC1)NC(OCC1=CC=CC=C1)=O)=O)=O